The molecule is an azaphilone that is 9,9a-dihydro-6H-furo[2,3-h]isochromene-6,8(6aH)-dione substituted by methyl groups at positions 3 and 6a and a 2-methylbutanoyl group at position 9. It has been isolated from the culture of the mangrove endophytic fungus Penicillium chermesinum. It has a role as a Penicillium metabolite. It is an azaphilone, an organic heterotricyclic compound, a gamma-lactone and an enone. CC[C@H](C)C(=O)[C@@H]1[C@H]2C3=COC(=CC3=CC(=O)[C@@]2(OC1=O)C)C